methyl (S,E)-2-((((9H-fluoren-9-yl)methoxy)carbonyl)amino)-3-(4-(2-benzhydrylguanidino)phenyl)propanoate C1=CC=CC=2C3=CC=CC=C3C(C12)COC(=O)N[C@H](C(=O)OC)CC1=CC=C(C=C1)N\C(=N\C(C1=CC=CC=C1)C1=CC=CC=C1)\N